PERFLUOROPYRIDINE FC1=NC(=C(C(=C1F)F)F)F